2-[(1-methyl-1H-pyrazol-4-yl)amino]-4-[(2-trifluoromethyl-benzyl)amino]pyrimidin-5-carboxamide CN1N=CC(=C1)NC1=NC=C(C(=N1)NCC1=C(C=CC=C1)C(F)(F)F)C(=O)N